N-(5-(4-(4-Aminoimidazo[2,1-f][1,2,4]triazin-7-yl)-1H-pyrazol-1-yl)-2-Fluoro-4-methylphenyl)-1-(2,2,2-trifluoroethyl)pyrrolidine-3-carboxamide NC1=NC=NN2C1=NC=C2C=2C=NN(C2)C=2C(=CC(=C(C2)NC(=O)C2CN(CC2)CC(F)(F)F)F)C